N'-(2,2-dimethylpropyl)tert-butoxycarbohydrazide CC(CN(NOC(C)(C)C)C(=O)NN)(C)C